C(C)(C)(C)OC(=O)N[C@@H](CNC(C(=O)OC)C1=CC(=CC=C1)C(F)(F)F)C methyl 2-[[(2R)-2-(tert-butoxycarbonylamino)propyl]amino]-2-[3-(trifluoromethyl)phenyl]acetate